1,1,1-tris[2-(tert-amylperoxy-carbonyloxy)ethoxymethyl]propane C(C)(C)(CC)OOC(=O)OCCOCC(CC)(COCCOC(=O)OOC(C)(C)CC)COCCOC(=O)OOC(C)(C)CC